[Si](C)(C)(C(C)(C)C)OC[C@@H](CCO[Si](C)(C)C(C)(C)C)O (2R)-1,4-Bis[[tert-butyl(dimethyl)silyl]oxy]butan-2-ol